Trans-2-(1-(cyclohexylsulfonyl)-1,2,3,4-tetrahydroquinolin-6-yl)-N-(piperidin-4-ylmethyl)cyclopropylamine C1(CCCCC1)S(=O)(=O)N1CCCC2=CC(=CC=C12)[C@H]1[C@@H](C1)NCC1CCNCC1